CO[C@H](CC=1SC=C(N1)C(=O)OC)\C=C\C#C[Si](C(C)C)(C(C)C)C(C)C Methyl (R,E)-2-(2-methoxy-6-(triisopropylsilyl)hex-3-en-5-yn-1-yl)thiazole-4-carboxylate